CC1=CC=C(C(=O)NN)C=C1 para-methylbenzoyl-hydrazine